tert-Butyl ((3S,4S)-1-(4-(2-(3-amino-6-methylthieno[2,3-b]pyridine-2-carboxamido)ethyl)-2,5-difluorophenyl)-4-fluoropyrrolidin-3-yl)(methyl)carbamate NC1=C(SC2=NC(=CC=C21)C)C(=O)NCCC2=CC(=C(C=C2F)N2C[C@@H]([C@H](C2)F)N(C(OC(C)(C)C)=O)C)F